FC1=CC=C(C=C1)\N=C\1/S\C(\C(N1C1=CC=C(C=C1)Cl)=O)=C/C1=CC2=C(OCCO2)C=C1 (2Z,5Z)-2-(4-fluorophenylimino)-3-(4-chlorophenyl)-5-((2,3-dihydrobenzo[b][1,4]dioxin-6-yl)methylene)thiazolidin-4-one